7-hydroxy-2,2-dimethyl-8-(3-methyl-6-(prop-1-en-2-yl)cyclohex-2-en-1-yl)-5-pentyl-4H-benzo[d][1,3]dioxin-4-one OC=1C=C(C2=C(OC(OC2=O)(C)C)C1C1C=C(CCC1C(=C)C)C)CCCCC